(Z)-1-(2,6,6-tri-methylcyclohex-2-en-1-yl)pent-1-en-3-one CC=1C(C(CCC1)(C)C)\C=C/C(CC)=O